OC1=C(C(=O)OC2=C(C(=C(C(=O)O)C(=C2C)C)C)C)C(=CC(=C1C)OC(C1=C(C(=C(C(=C1C)C)OC(C1=C(C=C(C=C1C)O)OC)=O)C)C)=O)C 4-((2-hydroxy-4-((4-((4-hydroxy-2-methoxy-6-methylbenzoyl)oxy)-2,3,5,6-tetramethylbenzoyl)oxy)-3,6-dimethyl-benzoyl)oxy)-2,3,5,6-tetramethylbenzoic acid